2-[CYCLOPROPYL(2-METHOXYETHYL)AMINO]ACETALDEHYDE C1(CC1)N(CC=O)CCOC